5-(6-(dimethylamino)quinolin-4-ylamino)-N-(4-(pyridin-4-ylamino)phenyl)picolinamide CN(C=1C=C2C(=CC=NC2=CC1)NC=1C=CC(=NC1)C(=O)NC1=CC=C(C=C1)NC1=CC=NC=C1)C